(1R,3S)-3-(5-{2-cyclopropyl-5-[2-(1,3-dioxolan-2-yl)-3-[(4-methoxyphenyl)methoxy]phenyl]pyrazole-3-amido}-2H-pyrazol-3-yl)cyclopentyl N-isopropyl-carbamate C(C)(C)NC(O[C@H]1C[C@H](CC1)C=1NN=C(C1)NC(=O)C=1N(N=C(C1)C1=C(C(=CC=C1)OCC1=CC=C(C=C1)OC)C1OCCO1)C1CC1)=O